4-((7-methoxyquinolin-4-ylamino)methyl)phenylboronic acid COC1=CC=C2C(=CC=NC2=C1)NCC1=CC=C(C=C1)B(O)O